3-(4-Oxo-1-(pyridin-2-yl)-4H-thieno[3,4-c]pyrrol-5(6H)-yl)piperidine-2,6-dione O=C1C=2C(CN1C1C(NC(CC1)=O)=O)=C(SC2)C2=NC=CC=C2